2-(6-cyano-1-(2-(2-fluoro-6-methoxyphenyl)-2-((tetrahydro-2H-pyran-4-yl)oxy)ethyl)-5-methyl-2,4-dioxo-1,2-dihydrothieno[2,3-d]pyrimidin-3(4H)-yl)-2-methylpropanoic acid C(#N)C1=C(C2=C(N(C(N(C2=O)C(C(=O)O)(C)C)=O)CC(OC2CCOCC2)C2=C(C=CC=C2OC)F)S1)C